diethyl 3,5-di-tert-butyl-4-hydroxy-benzylphosphonate C(C)(C)(C)C=1C=C(CP(OCC)(OCC)=O)C=C(C1O)C(C)(C)C